manganic oxalate C(C(=O)[O-])(=O)[O-].[Mn+3].C(C(=O)[O-])(=O)[O-].C(C(=O)[O-])(=O)[O-].[Mn+3]